C(C)(C)(C)N(C(O)=O)[C@@H](C(=O)NC1CCC1)C.Cl.C1(CCC1)NC([C@H](N)C)=O N-cyclobutyl-D-alaninamide hydrochloride tert-butyl-[(2R)-1-(cyclobutylamino)-1-oxopropan-2-yl]carbamate